2-ethylamino-1-ethanol C(C)NCCO